2-((methoxycarbonyl)phenyl)piperidine-1-carboxylate COC(=O)C1=C(C=CC=C1)C1N(CCCC1)C(=O)[O-]